N[C@@]1([C@@H]2[C@H]([C@@H]2C[C@H]1O)C(=O)O)C(=O)O (1S,2R,3R,5R,6S)-2-amino-3-hydroxy-bicyclo[3.1.0]hexane-2,6-dicarboxylic acid